P(=O)(OC(C1=CC(=C(C(=C1)C(C)(C)C)O)C(C)(C)C)(C)C)([O-])[O-] Dimethyl-3,5-di-tert-butyl-4-hydroxybenzyl phosphate